FC=1C=C(C=CC1)N1C([C@@H](CCC1)N(C)C=1C2=C(N=C(N1)C1=NC=CC(=C1)OCCO)CCC2)=O (3R)-1-(3-fluorophenyl)-3-({2-[4-(2-hydroxyethoxy)pyridin-2-yl]-5H,6H,7H-cyclopenta[d]pyrimidin-4-yl}(methyl)amino)piperidin-2-one